C(=CCCCCCCCCCC)O (8Z)-dodecen-1-ol